ClC=1C=C(C=CC1)C(C(=O)C1=CC=CC=C1)(C)C 2-(3-chlorophenyl)-2-methyl-1-phenylpropan-1-one